O=C1NC(CCC1N1C(C2=CC=C(C=C2C1=O)OCCC(CN1CCC(CC1)OC1CN(C1)C1=NC=C(C=C1)C=1C=CC=2C3=C(N(C2C1)C)C=CN=C3)F)=O)=O 2-(2,6-dioxopiperidin-3-yl)-5-(3-fluoro-4-(4-((1-(5-(5-methyl-5H-pyrido[4,3-b]indol-7-yl)pyridin-2-yl)azetidin-3-yl)oxy)piperidin-1-yl)butoxy)isoindoline-1,3-dione